((3aR,3bR,4aS,5R,5aS)-5-(2-chloro-6-((dicyclopentylmethyl)amino)-9H-purin-9-yl)-2,2-dimethyltetrahydrocyclopropa[3,4]cyclopenta[1,2-d][1,3]dioxol-3b(3aH)-yl)methanol ClC1=NC(=C2N=CN(C2=N1)[C@@H]1[C@@H]2[C@]([C@@H]3[C@H]1OC(O3)(C)C)(C2)CO)NC(C2CCCC2)C2CCCC2